[Ce].[Y].[La].[Sn] tin-lanthanum-yttrium-cerium